ClC1=C(OC2=CC(=C(C=C2)NC(OCC=2C(=C3C(N(CC3=CC2)C2C(NC(CC2)=O)=O)=O)OC)=O)C)C=CC(=C1)F [2-(2,6-dioxopiperidin-3-yl)-4-methoxy-3-oxo-2,3-dihydro-1H-isoindol-5-yl]methyl N-[4-(2-chloro-4-fluorophenoxy)-2-methylphenyl]carbamate